FC=1C=C(C(=O)Cl)C=CC1 meta-fluorobenzoyl chloride